2-chloro-4-((2-nitrobenzyl)oxy)-5,7-dihydro-6H-pyrrolo[3,4-d]Pyrimidine-6-carboxylic acid ClC=1N=C(C2=C(N1)CN(C2)C(=O)O)OCC2=C(C=CC=C2)[N+](=O)[O-]